(tert-Butyldimethylsilyl)-2-(2-hydroxy-prop-2-yl)thiazole-5-sulfonamide [Si](C)(C)(C(C)(C)C)C=1N=C(SC1S(=O)(=O)N)C(C)(C)O